N-(3-(tert-butyl)isoxazol-5-yl)-2-(4-(5-(1-(trifluoromethyl)-1H-pyrazol-4-yl)-1H-benzo[d]imidazol-1-yl)phenyl)acetamide C(C)(C)(C)C1=NOC(=C1)NC(CC1=CC=C(C=C1)N1C=NC2=C1C=CC(=C2)C=2C=NN(C2)C(F)(F)F)=O